CCO/N=C(/C1=NSC(=N1)NP(=O)(O)O)\\C(=O)N[C@H]2[C@@H]3N(C2=O)C(=C(CS3)SC4=NC(=CS4)C5=CC=[N+](C=C5)C)C(=O)[O-].CC(=O)O.O The molecule is a hydrate that is the monohydrate form of ceftaroline fosamil acetate. A prodrug for ceftaroline, used for the treatment of adults with acute bacterial skin and skin structure infections. It has a role as an antimicrobial agent, an antibacterial drug and a prodrug. It contains a ceftaroline fosamil acetate.